COC1=CC=C(C(C2=CC=C(C=C2)OC)(C2=CC=C(C=C2)S(=O)(=O)C)NCCCCCCP([O-])([O-])(N(C(C)C)C(C)C)CCC#N)C=C1 6-(4,4'-Dimethoxy-4''-methylsulfonyl-tritylamino)hexyl-(2-cyanoethyl)-(N,N-diisopropyl)-phosphoramidite